The molecule is a monocarboxylic acid anion obtained by removal of a proton from the carboxylic acid group of 9(S)-HPODE. It is a monocarboxylic acid anion, a HPODE(1-) and a 9-HPODE(1-). It is a conjugate base of a 9(S)-HPODE. It is an enantiomer of a 9(R)-HPODE(1-). CCCCC/C=C\\C=C\\[C@H](CCCCCCCC(=O)[O-])OO